CC=1C=C(C=NC1)C(CC(=O)O)C=1SC=C(N1)CCCC1=NC=2NCCCC2C=C1 3-(5-methylpyridin-3-yl)-3-(4-(3-(5,6,7,8-tetrahydro-1,8-naphthyridin-2-yl)propyl)thiazol-2-yl)propanoic acid